C(C)(C)(C)OC(=O)N1C(=CC2=CC=C(C(=C12)F)\C(\C)=N\[S+]([O-])C(C)(C)C)C1=NC2=C(N1C)C(=CC(=C2)C(=O)OC(C)C)OC [(E)-1-[1-tert-butoxycarbonyl-7-fluoro-2-(5-isopropoxycarbonyl-7-methoxy-1-methyl-benzimidazol-2-yl)indol-6-yl]ethylideneamino]-tert-butyl-oxido-sulfonium